C(C)(C)(C)OC([C@H](CSSC[C@@H](C(=O)OC(C)(C)C)NC(=O)OC(C)(C)C)NC(=O)OC(C)(C)C)=O (2R)-3-[[(2R)-3-tert-butoxy-2-(tert-butoxycarbonylamino)-3-oxo-propyl]disulfanyl]-2-(tert-butoxycarbonylamino)propanoic acid tert-butyl ester